C(#N)C=1C=C(C=NC1)C1CC=NN1C(=O)C12CC(C1)(C2)COC=2N=CC(=NC2)C#N 5-((3-(5-(5-cyanopyridin-3-yl)-4,5-dihydro-1H-pyrazole-1-carbonyl)bicyclo[1.1.1]pentan-1-yl)methoxy)pyrazine-2-carbonitrile